ethylene glycol diadipate C(CCCCC(=O)O)(=O)O.C(CCCCC(=O)O)(=O)O.C(CO)O